6,6-diethyl-2-methyl-1,3-cyclohexadiene C(C)C1(CC=CC(=C1)C)CC